C(#N)C(C)(C)C1=CC=C(OCCN2CCC3(CC2)C(NC2=CC=C(C=C23)C#N)=O)C=C1 1'-{2-[4-(1-cyano-1-methylethyl)phenoxy]ethyl}-2-oxo-1,2-dihydrospiro[indole-3,4'-piperidine]-5-carbonitrile